FC1=C(CC2=NC3=C(N2C[C@H]2OCC2)C=C(C=C3)C(=O)O)C=C(C(=C1)C1=NC(=CC=C1)OCC=1C(=NC(=CC1)C#CC=1C=NN(C1)C)F)F (S)-2-(2,5-difluoro-4-(6-((2-fluoro-6-((1-methyl-1H-pyrazol-4-yl)ethynyl)pyridin-3-yl)methoxy)pyridin-2-yl)benzyl)-1-(oxetan-2-ylmethyl)-1H-benzo[d]imidazole-6-carboxylic acid